C(C)(C)C=1N=COC1 4-isopropyloxazole